C(#N)C=1C(=C(C=CC1)[C@@H](C)NC1=C2C(=C(N=N1)C)C=NC=C2)C 1-(((R)-1-(3-cyano-2-methylphenyl)ethyl)amino)-4-methylpyrido[3,4-d]pyridazin